1-[(2R,6R)-6-[[bis(4-methoxyphenyl)-phenyl-methoxy]methyl]-6-(hydroxymethyl)-4-isopropyl-morpholin-2-yl]-5-methyl-pyrimidine-2,4-dione COC1=CC=C(C=C1)C(OC[C@]1(O[C@H](CN(C1)C(C)C)N1C(NC(C(=C1)C)=O)=O)CO)(C1=CC=CC=C1)C1=CC=C(C=C1)OC